O1C(CCCC1)OCCC=CCCC#C 8-[(tetrahydro-2H-pyran-2-yl)oxy]-5-octen-1-yne